butyl-N-[[2-methyl-4-(6-vinylpyrrolo[2,1-f][1,2,4]triazin-4-yl)phenyl]methyl]-1,2,4-oxadiazole-3-carboxamide C(CCC)C1=NC(=NO1)C(=O)NCC1=C(C=C(C=C1)C1=NC=NN2C1=CC(=C2)C=C)C